OCCNCCN N-(2-hydroxyethyl)ethylendiamine